C(C1=CC=CC=C1)N1CCC(=CC1)CNC(C1=CC=C(C=C1)C=1C=C2C=CN(C2=CC1)C(CC)=O)=O N-((1-benzyl-1,2,3,6-tetrahydropyridin-4-yl)methyl)-4-(1-propionylindol-5-yl)benzamide